C1(=CC=CC=C1)C(=C1C=CC(N1)=O)C1=CC=CC=C1 5-(diphenylmethylene)-1H-pyrrol-2(5H)-one